C(C1=CC=CC=C1)OC(=O)N[C@H](C(=O)N[C@H](C(=O)OC)CC(C)C)[C@@H](C)OC(C)(C)C (S)-Methyl 2-((2S,3R)-2-(((benzyloxy)carbonyl)amino)-3-(tert-butoxy)butanamido)-4-methylpentanoate